ClC1=CC(=C(C(=N1)C[C@@]1(C[C@H](N(CC1)C(=O)OC(C)(C)C)C)C(=O)OC(C)(C)C)F)C di-tert-butyl (2R,4R)-4-((6-chloro-3-fluoro-4-methylpyridin-2-yl)methyl)-2-methylpiperidine-1,4-dicarboxylate